2-[3,5-difluoro-N-(tetrahydropyran-4-carbonyl)amino]-5-methyl-N-[(3R)-spiro[3.4]octan-3-yl]-thiazole-4-carboxamide FC1COCC(C1C(=O)NC=1SC(=C(N1)C(=O)N[C@@H]1CCC12CCCC2)C)F